methyl 4-(5-bromobenzimidazol-1-yl)-2,6-dimethoxy-benzoate BrC1=CC2=C(N(C=N2)C2=CC(=C(C(=O)OC)C(=C2)OC)OC)C=C1